(E)-N-(cyclobutylmethylene)-2-methylpropane-2-sulfinamide C1(CCC1)\C=N\S(=O)C(C)(C)C